methyl 4-[[6-(ethoxycarbonylcarbamothioylamino)-3-pyridyl]methyl]cyclohexanecarboxylate C(C)OC(=O)NC(=S)NC1=CC=C(C=N1)CC1CCC(CC1)C(=O)OC